BrC=1C=C(C=2N(C(C=C(N2)CNCC2NC(CC2)=O)=O)C1)C 7-bromo-9-methyl-2-((((5-oxopyrrolidin-2-yl)methyl)amino)methyl)-4H-pyrido[1,2-a]pyrimidin-4-one